5-(4-(4-isopropylpiperazin-1-yl)phenyl)-2-(8-methoxy-[1,2,4]triazolo[1,5-a]pyridin-6-yl)-3,7-dimethyl-3H-imidazo[4,5-b]pyridine C(C)(C)N1CCN(CC1)C1=CC=C(C=C1)C1=CC(=C2C(=N1)N(C(=N2)C=2C=C(C=1N(C2)N=CN1)OC)C)C